C(C)(C)[C@H]1CC[C@H](CC1)OC[C@@H]1N(CCC[C@@H]1C1=NNC=C1)C(=O)OCC1=C(C=CC=C1)Cl 2-chlorobenzyl (CIS)-2-((((CIS)-4-isopropylcyclohexyl) oxy)methyl)-3-(1H-pyrazol-3-yl)piperidine-1-carboxylate